(4-{[(4-methylphenyl)sulfonyl]methyl}phenyl)amine CC1=CC=C(C=C1)S(=O)(=O)CC1=CC=C(C=C1)N